tert-butyl 5-(2-chloro-4-morpholinofuro[3,2-d]pyrimidin-6-yl)-3-methyl-1H-pyrazole-1-carboxylate ClC=1N=C(C2=C(N1)C=C(O2)C2=CC(=NN2C(=O)OC(C)(C)C)C)N2CCOCC2